O1CCN(CC1)CC1=CC=C(C=C1)C#CC1CC(NC1)=O 4-((4-(morpholinomethyl)phenyl)ethynyl)pyrrolidin-2-one